S1C2=C(C=C1)C(CCC2)=O 6,7-dihydro-5H-benzo[b]thiophen-4-one